(1R,2S,5S)-3-(5-cyclopropyl-1H-pyrrole-2-carbonyl)-6,6-dimethyl-3-azabicyclo[3.1.0]hexane-2-carboxylic acid C1(CC1)C1=CC=C(N1)C(=O)N1[C@@H]([C@H]2C([C@H]2C1)(C)C)C(=O)O